tert-Butyl 4,4-difluoro-2-(hydroxymethyl)-2-methylpyrrolidine-1-carboxylate FC1(CC(N(C1)C(=O)OC(C)(C)C)(C)CO)F